BrCC1=C(C=C(C=N1)C=1CCN(CC1)C(=O)OC(C)(C)C)OC tert-butyl 6-(bromomethyl)-5-methoxy-3',6'-dihydro-[3,4'-bipyridine]-1'(2'H)-carboxylate